C(C=C)P([O-])([O-])=O allylphosphonate